(1-(4-aminophenyl)cyclobutyl)-8-chloroimidazo[1,2-A]pyridine-3-carboxamide NC1=CC=C(C=C1)C1(CCC1)C=1N=C2N(C=CC=C2Cl)C1C(=O)N